FC(C1=NC=C(C=C1)N1C[C@H](CCC1)CN1C[C@@H](C([C@@H](C1)OCC1=CC=CC=C1)OCC1=CC=CC=C1)OCC1=CC=CC=C1)(F)F 2-(trifluoromethyl)-5-((R)-3-(((3S,4R,5R)-3,4,5-tris(benzyloxy)piperidin-1-yl)methyl)piperidin-1-yl)pyridine